6-((2,5-dichloropyrimidin-4-yl)amino)-4-((1-methoxy-2-methylpropan-2-yl)amino)-1-methylquinolin-2(1H)-one ClC1=NC=C(C(=N1)NC=1C=C2C(=CC(N(C2=CC1)C)=O)NC(COC)(C)C)Cl